N[C@H](C(=O)OC)CC1=CC(=C(C=C1)C=1C(N(C(=CC1C(F)(F)F)C)C)=O)C methyl (S)-2-amino-3-(4-(1,6-dimethyl-2-oxo-4-(trifluoromethyl)-1,2-dihydropyridin-3-yl)-3-methylphenyl)propanoate